COC=1C=C2C(=NC=NC2=CC1OC)C=1C=CC(=NC1)C(=O)N (5-(6,7-dimethoxyquinazolin-4-yl)pyridin-2-yl)carboxamide